ClC1=C(OC=2N=NC(=CC2C(=O)NC2=CC(=CC=C2)S(=O)(=O)C)C(F)(F)F)C=CC(=C1)Cl 3-(2,4-dichlorophenoxy)-N-(3-(methylsulfonyl)phenyl)-6-(trifluoromethyl)pyridazine-4-carboxamide